COC=1C=C(C=CC1)C1=NN(C=C1)C1=NC=2N(C(=C1)N1CCOCC1)N=C(C2)C2=NN(C(=C2)C)CCN(C)C 2-[3-[5-[3-(3-methoxyphenyl)pyrazol-1-yl]-7-morpholino-pyrazolo[1,5-a]pyrimidin-2-yl]-5-methyl-pyrazol-1-yl]-N,N-dimethyl-ethanamine